N-(dibenzothiophen-2-yl)-N,N-bis{4-(2-phenyl-benzooxazol-6-yl)-phenyl}-amine C1=C(C=CC=2SC3=C(C21)C=CC=C3)N(C3=CC=C(C=C3)C3=CC2=C(N=C(O2)C2=CC=CC=C2)C=C3)C3=CC=C(C=C3)C3=CC2=C(N=C(O2)C2=CC=CC=C2)C=C3